(4-(5-(chlorodifluoromethyl)-1,2,4-oxadiazol-3-yl)benzyl)(methyl)(morpholino)phosphine oxide ClC(C1=NC(=NO1)C1=CC=C(CP(N2CCOCC2)(C)=O)C=C1)(F)F